C(CCC)NC=1N=CC2=C(N(C(C=3C=C(C=CC23)CN2CCN(CC2)C)=O)[C@@H]2CC[C@H](CC2)C(=O)NCC2CC2)N1 trans-4-(3-(Butylamino)-8-((4-methylpiperazin-1-yl)methyl)-6-oxopyrimido[4,5-c]isoquinolin-5(6H)-yl)-N-(cyclopropylmethyl)cyclohexane-1-carboxamide